FC(OC1=CC=C(C=C1)N1N=C(C(C1=O)C(=O)OC1=CC=C(C=C1)[N+](=O)[O-])C)F 4-nitrophenyl 1-(4-(difluoromethoxy)phenyl)-3-methyl-5-oxo-4,5-dihydro-1H-pyrazole-4-carboxylate